C(C)OC(CNN(C(=O)OC(C)(C)C)C)=O tert-butyl 2-(2-ethoxy-2-oxoethyl)-1-methylhydrazine-1-carboxylate